ClCCN1CC2C(C1)COC2 5-(2-chloroethyl)-1,3,3a,4,6,6a-hexahydrofuro[3,4-c]pyrrole